N1CN(C2=C1C=CC=C2)C(=O)N 1H-benzimidazole-3-carboxamide